ClC1=C(C=CC=C1)C1=CC(=CC(N1)=O)N1CCOCC1 6-(2-chlorophenyl)-4-(morpholino)-1H-pyridin-2-one